N2-(2,3-dimethylpyridin-5-yl)-5-methyl-N4-(2-oxo-2,3-dihydro-1,3-benzoxazol-5-yl)-2,4-pyrimidinediamine CC1=NC=C(C=C1C)NC1=NC=C(C(=N1)NC=1C=CC2=C(NC(O2)=O)C1)C